ClC1=CC=C(C=C1)C1=NC=CC(=N1)C12CC(C1)(C2)N 3-[2-(4-chlorophenyl)pyrimidin-4-yl]Bicyclo[1.1.1]Pentane-1-amine